CS(=O)(=O)C1=NC=C(C(=N1)NCCCN1CCOCCC1=O)C(F)(F)F 4-(3-((2-(methylsulfonyl)-5-(trifluoromethyl)pyrimidin-4-yl)amino)propyl)-1,4-oxazepan-5-one